(3R,5R)-5-(3-methyl-1H-pyrazol-4-yl)-1-(2-(6-(trifluoromethyl)imidazo[1,2-a]pyrazin-3-yl)pyrimidin-4-yl)piperidin-3-ol CC1=NNC=C1[C@H]1C[C@H](CN(C1)C1=NC(=NC=C1)C1=CN=C2N1C=C(N=C2)C(F)(F)F)O